4-(dimethylamino)picolinic acid methyl ester COC(C1=NC=CC(=C1)N(C)C)=O